COC1=C(C=CC=C1)C1=CC(=NC=C1C1=CC=C(C=C1)OC)C(F)(F)F 4-(2-methoxyphenyl)-5-(4-methoxyphenyl)-2-(trifluoromethyl)pyridine